NCCCCCNC1=C(C(=O)NC2=NC(=C(C=C2)C)C2CC2)C=CC(=C1)NC 2-((5-Aminopentyl)amino)-N-(6-cyclopropyl-5-methylpyridin-2-yl)-4-(methylamino)benzamide